C(=C)[C@H]1N(CCCC1)C(=O)OC(C)(C)C tert-butyl (S)-2-vinylpiperidine-1-carboxylate